C(=O)(OC(C)(C)C)NC(=O)N1CCCCC1 N-Boc-piperidineamide